[Mg].[Cr] Chromium-magnesium